NC1=C(C(=O)O)C=C(C=C1Br)C#N 2-amino-3-bromo-5-cyanobenzoic Acid